COC=1C(=C(CN(C(=O)C=2C=C(N(C2C)C)C2=C(C(=O)O)C=CC(=C2)[N+](=O)[O-])C2=CC=C3C=NN(C3=C2)C2OCCCC2)C=CC1)C [4-({(3-methoxy-2-methylbenzyl)[1-(tetrahydro-2H-pyran-2-yl)-1H-indazol-6-yl]amino}carbonyl)-1,5-dimethyl-1H-pyrrol-2-yl]-4-nitrobenzoic acid